C1(=CC=CC=C1)C(=CCN(CC=C(C1=CC=CC=C1)C1=CC=CC=C1)C[C@H](C)C1=CC=CC=C1)C1=CC=CC=C1 (R)-N-(3,3-diphenylallyl)-3,3-diphenyl-N-(2-phenylpropyl)prop-2-en-1-amine